[N+](=O)([O-])C1=CC=C(C=C1)C=1SC(=NN1)[C@H]1NCCC1 (S)-2-(4-nitrophenyl)-5-(pyrrolidin-2-yl)-1,3,4-thiadiazole